ClC1=CC(=C(C=C1)S(=O)(=O)NC1=C(C(=C(C=C1)F)I)F)C(F)(F)F 4-chloro-N-(2,4-difluoro-3-iodophenyl)-2-(trifluoromethyl)benzenesulfonamide